OC1=CC=C(C=C1)C1=NNC(C2=CC=CC=C12)=O (4-hydroxyphenyl)-2,3-naphthyridin-1-one